CC(CCCCCCCC)CCCCCCCC(CCCCCCCCC(CCCCCCC)CCCCCCC)=O 1-(dec-2-yl)15-(2-heptylnonyl)8-oxopentadecane